trans-4-(trans-4'-methylcyclohexyl)cyclohexylmethanol Dimethyl-5,5'-Dihydroxy-4,4'-dioxo-4H,4'H-[8,8'-bichromene]-2,2'-dicarboxylate CC=1C(=C2C(C(=C(OC2=C(C1)C=1C=CC(=C2C(C=C(OC12)C(=O)O)=O)O)C(=O)O)C)=O)O.C[C@@H]1CC[C@H](CC1)[C@@H]1CC[C@H](CC1)CO